COC=1C(=C(C=NNC(=N)NO)C=CC1OC)Cl 1-(3,4-dimethoxy-2-chlorobenzylideneamino)-3-hydroxyguanidine